C(C1=CC=CC=C1)N1CCC(CC1)C1=C(OC=C1)C(=O)NC1=CC=C(C=C1)OC (1-Benzylpiperidin-4-yl)-N-(4-methoxyphenyl)-2-furoamide